N-(6-((5-bromo-2-((5-ethyl-4-(1-isopropyl-1,6-diazaspiro[3.3]heptan-6-yl)-2-methoxyphenyl)amino)pyrimidin-4-yl)amino)quinoxalin-5-yl)-N-methylmethanesulfonamide BrC=1C(=NC(=NC1)NC1=C(C=C(C(=C1)CC)N1CC2(CCN2C(C)C)C1)OC)NC=1C(=C2N=CC=NC2=CC1)N(S(=O)(=O)C)C